NC=1C(=C2C(=NC1)N(C=C2)S(=O)(=O)C2=CC=C(C)C=C2)NN2CCC(CC2)(O)CC#N 2-(1-((5-amino-1-p-toluenesulfonyl-1H-pyrrolo[2,3-b]pyridin-4-yl)amino)4-hydroxypiperidin-4-yl)acetonitrile